[OH3+].[N+](=O)([O-])S(=O)(=O)[O-] nitrosulfonic acid oxonium salt